5-bromo-4-(difluoromethyl)-N-((1-(trifluoromethyl)cyclobutyl)methyl)pyridin-2-amine BrC=1C(=CC(=NC1)NCC1(CCC1)C(F)(F)F)C(F)F